2-(3'-Dodecyl-2'-hydroxy-5-methylphenyl)benzotriazole C(CCCCCCCCCCC)C=1C(=C(C=C(C1)C)N1N=C2C(=N1)C=CC=C2)O